N,N-dimethyl-2,7-diazaspiro[3.5]nonane-2-carboxamide trifluoroacetate FC(C(=O)O)(F)F.CN(C(=O)N1CC2(C1)CCNCC2)C